O=CC(C(C(CCCC(=O)[O-])CC(=O)[O-])CC(=O)[O-])CC(=O)[O-] 6-oxohexane-1,3,4,5-tetrayltetraacetate